COC1=CC=NC2=C1C=1N(CO2)C(=C(N1)C1=CC=C(CN2CC3(C2)CCN(CC3)C(C=C)=O)C=C1)C1=CC=CC=C1 1-(2-(4-(10-Methoxy-3-phenyl-5H-imidazo[1,2-c]pyrido[3,2-e][1,3]oxazin-2-yl)benzyl)-2,7-diazaspiro[3.5]nonan-7-yl)prop-2-en-1-one